C(C)(C)(C)C1=CC(=CC=C1O)CN(C)C tert-butyl-alpha-dimethylamino-p-cresol